C1(CC1)[C@H](C)N1C(C=2C(=NC(=CC2C1)C1=C(N=C(S1)NC(=O)NC)C)N1CC=2N(CC1)N=CC2)=O (S)-1-(5-(2-(1-cyclopropylethyl)-4-(6,7-dihydropyrazolo[1,5-a]pyrazin-5(4H)-yl)-3-oxo-2,3-dihydro-1H-pyrrolo[3,4-c]pyridin-6-yl)-4-methylthiazol-2-yl)-3-methylurea